CC1(CCC(CC1)N)NC(=O)OC(C)(C)C tert-butyl ((1s,4s)-4-amino-1-methylcyclohexyl)carbamate